(2-Amino-4,5,6,7-tetrahydrobenzo[d]thiazol-6-yl)-1-(2,3-dichlorophenyl)piperidine-4-carboxamide NC=1SC2=C(N1)CCC(C2)C2N(CCC(C2)C(=O)N)C2=C(C(=CC=C2)Cl)Cl